2-N-propyl-4-methyl-6-(1'-methylbenzimidazol-2-yl)benzimidazole CCCC1=NC2=C(N1)C=C(C=C2C)C3=NC4=CC=CC=C4N3C